decan-9-yl acrylate C(C=C)(=O)OC(CCCCCCCC)C